N1=C(N=CC=C1)N1CCN(CC1)CCCCN1C(CC2(CCCC2)CC1=O)=O 8-[4-[4-(2-pyrimidinyl)piperazin-1-yl]butyl]-8-azaspiro[4.5]decane-7,9-dione